CCCCCCCCCCCCCCCCC(=O)OC[C@H](COP(=O)(O)OC[C@H](CO)O)OC(=O)CCCCCCC/C=C\CCCCCCCC 1-heptadecanoyl-2-(9Z-octadecenoyl)-glycero-3-phospho-(1'-sn-glycerol)